tert-Butyl 2-benzyl-4-(hydroxyimino)piperidine-1-carboxylate C(C1=CC=CC=C1)C1N(CCC(C1)=NO)C(=O)OC(C)(C)C